bromodopa BrN[C@H](C(=O)O)CC1=CC=C(O)C(O)=C1